C1=CC=C2C(=C1)C(=C[N]2)CC(C(=O)O)N The molecule is an alpha-amino-acid radical derived from tryptophan. It derives from a tryptophan. It is a conjugate base of a tryptophanyl radical cation.